C(C#C)N1C=NC=C1 Propargyl-1H-imidazole